({4-[(E)-[(3-aminopropoxy)imino]methyl]-5-hydroxy-6-methylpyridin-3-yl}methoxy)phosphonic acid NCCCO\N=C\C1=C(C=NC(=C1O)C)COP(O)(O)=O